5-[3-{[(1S)-1-(azacyclooctan-5-yl)ethyl]amino}-4-(trifluoromethyl)phenyl]-1,3,4-oxadiazol-2(3H)-one N1CCCC(CCC1)[C@H](C)NC=1C=C(C=CC1C(F)(F)F)C1=NNC(O1)=O